F[P-](F)(F)(F)(F)F.FC=1NC=CN1 2-fluoroimidazole hexafluorophosphate